2-[(4S)-2,2-dimethyl-1,3-dioxolan-4-yl]ethanol CC1(OC[C@@H](O1)CCO)C